2-{4-(2,6-dichloropyrimidin-4-yl)-phenyl}-7-azabenzoxazole ClC1=NC(=CC(=N1)C1=CC=C(C=C1)C=1OC2=C(N1)C=CC=N2)Cl